C1(CCC1)CC=1C(=C2CCCC2=CC1)NC(=O)C1=C(OC(=C1C(C)(C)O)C)S(=O)(=O)N ((5-(cyclobutylmethyl)-2,3-dihydro-1H-inden-4-yl)carbamoyl)-4-(2-hydroxypropan-2-yl)-5-methylfuran-2-sulfonamide